C(C)N(C1=CC(=C(C=C1)Cl)Cl)CC1=C(C=CC=C1)OC1=NC(=CC(=N1)OC)OC ethyl-3,4-dichloro-N-{2-[(4,6-dimethoxypyrimidin-2-yl)oxy]benzyl}aniline